N-(2-chloro-6-methanesulfonylphenyl)acetamide ClC1=C(C(=CC=C1)S(=O)(=O)C)NC(C)=O